Hexylbenzene-d2 C(CCCCC)C1=C(C(=CC=C1)[2H])[2H]